6-chloro-4-methyl-3-nitro-N-(oxetan-3-yl)pyridin-2-amine ClC1=CC(=C(C(=N1)NC1COC1)[N+](=O)[O-])C